tert-Butyl 4-(5-(2-hydroxypropan-2-yl)pyrimidin-2-yl)piperazine-1-carboxylate OC(C)(C)C=1C=NC(=NC1)N1CCN(CC1)C(=O)OC(C)(C)C